C[Si]([C@@]1(C([C@@H](O[C@@H]1C(O)[Si](C)(C)C)N1C(=O)N=C(N)N=C1)(F)F)O)(C)C 3',5'-di-trimethylsilyl-2',2'-difluoro-5-azadeoxycytidine